NC(CCN(NC([C@H](CC1CCCCC1)NC(=O)C=1NC2=CC=CC(=C2C1)OC)=O)C(CF)=O)=O (S)-N-(1-(2-(3-Amino-3-oxo-propyl)-2-(2-fluoroacetyl)hydrazinyl)-3-cyclohexyl-1-oxo-propan-2-yl)-4-methoxy-1H-indole-2-carboxamide